(2R)-N-((S or R)-(3,4-difluorophenyl)(6-(2,2,2-trifluoro-ethoxy)pyridin-3-yl)methyl)-2-methyl-3-oxopiperazine-1-carboxamide FC=1C=C(C=CC1F)[C@H](NC(=O)N1[C@@H](C(NCC1)=O)C)C=1C=NC(=CC1)OCC(F)(F)F |o1:8|